6-methyl-4-(1-methylcyclopropyloxy)-5-oxo-5,6-dihydropyridin CC1C(C(=CC=N1)OC1(CC1)C)=O